C(CCCCCC)CCCCCCCCCCC heptyl-undecane